(1S,4S)-5-(4-(4,4,5,5-tetramethyl-1,3,2-dioxaborolan-2-yl)benzyl)-2-oxa-5-azabicyclo[2.2.1]heptane CC1(OB(OC1(C)C)C1=CC=C(CN2[C@@H]3CO[C@H](C2)C3)C=C1)C